(6-amino-5-(3-hydroxy-2,6-dimethylphenyl)-2-(prop-1-yn-1-yl)-5H-pyrrolo[2,3-b]pyrazin-7-yl)(1H-indol-2-yl)methanone NC1=C(C=2C(=NC=C(N2)C#CC)N1C1=C(C(=CC=C1C)O)C)C(=O)C=1NC2=CC=CC=C2C1